N-((S)-2-Cyclopropyl-4-methyl-5-oxo-5,6,7,8-tetrahydro-4H-pyrazolo[1,5-a][1,3]diazepin-6-yl)-1-(1-(4-fluorophenyl)ethyl)-1H-1,2,4-triazol-3-carboxamid C1(CC1)C1=NN2C(N(C([C@H](CC2)NC(=O)C2=NN(C=N2)C(C)C2=CC=C(C=C2)F)=O)C)=C1